FC=1C(NC(N(C1)C1=CC=C(C=C1)NC(CCCCCCCCC)=O)=O)=O N-(4-(5-fluoro-2,4-dioxo-3,4-dihydropyrimidin-1(2H)-yl)phenyl)decanoamide